C(N)(=S)OC(C1=C(C=C(C=C1)C)C)=O thiocarbamoyl-2,4-dimethylbenzoate